(2R,3R)-N-(2-Amino-4-((4-(trifluoromethyl)benzyl)amino)phenyl)-2,3-difluorodecanamid NC1=C(C=CC(=C1)NCC1=CC=C(C=C1)C(F)(F)F)NC([C@H]([C@@H](CCCCCCC)F)F)=O